C(=C)[C@]1([C@H]([C@H]([C@@H](O1)N1C=NC=2C(N)=NC=NC12)O)O)CO 4'-Vinyladenosine